BrC1=CC=C(C(=N1)CBr)OC 6-bromo-2-(bromomethyl)-3-methoxypyridine